C(#N)C=CC1=CC=C(C=C1)CCC(=O)O 3-(4-(2-cyanovinyl)Phenyl)propanoic acid